(R)-(3-(2-(2,4-difluorophenyl)thiazol-4-yl)-8-methyl-5,6-dihydro-[1,2,4]triazolo[4,3-a]pyrazin-7(8H)-yl)(4-(thiophen-2-yl)phenyl)methanone FC1=C(C=CC(=C1)F)C=1SC=C(N1)C1=NN=C2N1CCN([C@@H]2C)C(=O)C2=CC=C(C=C2)C=2SC=CC2